N-(4-((3S,4R)-3-fluoro-4-methoxypiperidin-1-yl)-1,3,5-triazin-2-yl)-5-isopropyl-8-((2S,3R)-2-methyl-3-((methanesulfonyl)methyl)azetidin-1-yl)isoquinolin-3-amine F[C@H]1CN(CC[C@H]1OC)C1=NC(=NC=N1)NC=1N=CC2=C(C=CC(=C2C1)C(C)C)N1[C@H]([C@@H](C1)CS(=O)(=O)C)C